5-(R)-phenyl-L-proline C1(=CC=CC=C1)[C@H]1CC[C@H](N1)C(=O)O